CC1=C(C=CC=C1C)N1CCN(CC1)C(CN1N=C(C2=C1CCC2)C(=O)N2C[C@@H]([C@@H](CC2)[NH3+])F)=O [(3S,4R)-1-[1-[2-[4-(2,3-dimethylphenyl)piperazin-1-yl]-2-oxoethyl]-5,6-dihydro-4H-cyclopenta[c]pyrazole-3-carbonyl]-3-fluoro-4-piperidyl]ammonium